((1-{[6-chloro-5-(trifluoro-methyl)(2-pyridyl)] amino}-4-methyl-2,5-dioxoazolin-3-yl)methyl) propane-1,3-dioate C(CC(=O)[O-])(=O)OCC=1C(N(C(C1C)=O)NC1=NC(=C(C=C1)C(F)(F)F)Cl)=O